NC1=CC=2OC[C@H]3N(C2N=C1C#N)CCN(C3)C(\C=C\CN(C)C)=O (S,E)-3-amino-8-(4-(dimethylamino)but-2-enoyl)-6,6a,7,8,9,10-hexahydropyrazino[1,2-d]pyrido[3,2-b][1,4]oxazine-2-carbonitrile